O=C1NC(CC[C@@H]1NC(=O)C1CCN(C2=CC=CC=C12)C)=O N-[(3S)-2,6-dioxo-3-piperidinyl]-1-methyl-3,4-dihydro-2H-quinoline-4-carboxamide